tert-butyl (3-((4-formylbenzyl)oxy)phenyl)carbamate C(=O)C1=CC=C(COC=2C=C(C=CC2)NC(OC(C)(C)C)=O)C=C1